BrC=1C=C(OCCNC(OC(C)(C)C)=O)C=CC1Cl tert-butyl N-[2-(3-bromo-4-chloro-phenoxy)ethyl]carbamate